CN([Si](O[Si](O[Si](O[SiH](C)C)(C)C)(C)C)(C)C)C 1-dimethylamino-1,1,3,3,5,5,7,7-octamethyltetrasiloxane